C1(=CC=CC=C1)C1=C(C(=NN=N1)C1=C(C=CC=C1)C1=C(C=CC=2[Se]C3=C(C21)C=CC=C3)C3=CC=CC=C3)C3=NC=CC=C3C3=CC=CC=C3 [phenyl(phenylpyridinyl)triazinyl](phenyldibenzoselenophenyl)benzene